6,9-dicarbadecaborane BBBBBCBBCB